Cl.NCCC1=C(C=CC(=C1)F)NC1=C(C(=O)OC)C=C(C=C1)C(F)(F)F methyl 2-((2-(2-aminoethyl)-4-fluorophenyl)amino)-5-(trifluoromethyl)benzoate, hydrochloride